NC1=CC=C(C=C1)NC(=O)C1=CC=C(C=C1)C1(CC=C(C(=O)N)C=C1)C(=O)N 4-(4-(4-aminophenyl)carbamoylphenyl)terephthalamide